OCCN(CCCCCCC(C(=O)OC(CCCCCCCC)CCCCCCCC)C)CCCCCCCC(=O)OCCCCCCCCC heptadecan-9-yl 8-((2-hydroxyethyl)(8-(nonyloxy)-8-oxooctyl)amino)-2-methyloctanoate